5-fluoro-N,N-diisopropyl-2-((5-(2-(6-((2-methoxyethyl)amino)-2-methylhexan-3-yl)-2,6-diazaspiro[3.4]oct-6-yl)-1,2,4-triazin-6-yl)oxy)benzamide FC=1C=CC(=C(C(=O)N(C(C)C)C(C)C)C1)OC1=C(N=CN=N1)N1CC2(CN(C2)C(C(C)C)CCCNCCOC)CC1